2-p-methoxystyrylimidazole COC1=CC=C(C=CC=2NC=CN2)C=C1